COC(=O)C1=CC=C2C=C(NC2=C1)C1=NC(=CN=C1)C(NCC(C)(C)N)=O 2-(6-((2-amino-2-methylpropyl)carbamoyl)pyrazin-2-yl)-1H-indole-6-carboxylic acid methyl ester